1-(3-chlorobenzyl)-N1-cyclobutylethane-1,2-diamine hydrochloride Cl.ClC=1C=C(CC(CN)NC2CCC2)C=CC1